(S)-2-(((benzyloxy)carbonyl)amino)-4-iodobutyric acid tert-butyl ester C(C)(C)(C)OC([C@H](CCI)NC(=O)OCC1=CC=CC=C1)=O